2-(6-(((1R,3S,5S)-1,5-dimethyl-8-azabicyclo[3.2.1]octan-3-yl)(methyl)amino)pyridazin-3-yl)-4-methyl-5-(1H-pyrazol-4-yl)phenol C[C@]12CC(C[C@](CC1)(N2)C)N(C2=CC=C(N=N2)C2=C(C=C(C(=C2)C)C=2C=NNC2)O)C